1-(4-bromophenyl)-1,4-pentanedione BrC1=CC=C(C=C1)C(CCC(C)=O)=O